C1(CC1)C1=C(CN2C(C3=NC=CC=C3C2=O)([2H])[2H])C(=CC(=C1)C1=CC2=CN(N=C2C=C1)C)F 6-(2-cyclopropyl-6-fluoro-4-(2-methyl-2H-indazol-5-yl)benzyl)-6,7-dihydro-5H-pyrrolo[3,4-b]pyridin-5-one-7,7-d2